[Si](C1=CC=CC=C1)(C1=CC=CC=C1)(C(C)(C)C)OCN1CCCC1 (((t-butyldiphenylsilyl)oxy)methyl)pyrrolidine